(R)-N-((S)-1'-(1,2,4-triazin-3-yl)-1,3-dihydrospiro[indene-2,4'-piperidin]-1-yl)-2-methylpropan-2-sulfinamide N1=NC(=NC=C1)N1CCC2(CC1)[C@@H](C1=CC=CC=C1C2)N[S@](=O)C(C)(C)C